C1NCC12CCC(CC2)C=2C=NN1C2C=C(C=C1)C1=CN(CN=C1)NC(=O)NC1=CC=CC=C1 1-(5-(3-(2-azaspiro[3.5]nonane-7-yl)pyrazolo[1,5-a]pyridin-5-yl)pyrimidin-3-yl)-3-Phenylurea